7-decyl-3-phenyl-3,4-dihydro-2h-benzo[e][1,2,4]thiadiazine-1,1-dioxide C(CCCCCCCCC)C1=CC2=C(NC(NS2(=O)=O)C2=CC=CC=C2)C=C1